Thiouranyl [U+2](=S)=O